2-chloro-6,7-dimethyl-4-((1S,2S)-2-(trifluoromethyl)cyclopropyl)pteridine ClC1=NC2=NC(=C(N=C2C(=N1)[C@@H]1[C@H](C1)C(F)(F)F)C)C